FC1=CC=C(C(=C1)C1=CC=C(C=C1)C(F)(F)F)C(=O)NC[C@@]1(NC(NC1=O)=O)C1=CN=CN1C |r| rac-5-fluoro-N-{[4-(1-methyl-1H-imidazol-5-yl)-2,5-dioxoimidazolidin-4-yl]methyl}-4'-(trifluoromethyl)[biphenyl]-2-carboxamide